N1C(=NC2=C1C=CC=C2)C2=CC(=NN2)NC(C2=CC=C(C=C2)N2C[C@@H](CC2)O)=O N-[5-(1H-benzimidazol-2-yl)-1H-pyrazol-3-yl]-4-[(3R)-3-hydroxypyrrolidine-1-yl]benzamide